tristearyl-glycerol C(CCCCCCCCCCCCCCCCC)C(C(O)(CCCCCCCCCCCCCCCCCC)CCCCCCCCCCCCCCCCCC)(O)CO